manganese sulfate mono-hydrate O.S(=O)(=O)([O-])[O-].[Mn+2]